C(C)(=O)\C(=C(\C)/O)\C=1C=NN2C1C=C(C=C2)N2N=C(C(=C2)C(=O)OCC)C(F)(F)F ethyl 1-[3-[(Z)-1-acetyl-2-hydroxy-prop-1-enyl]pyrazolo[1,5-a]pyridin-5-yl]-3-(trifluoro-methyl)pyrazole-4-carboxylate